3-(3-bromo-2-fluorophenyl)piperidine-2,6-dione BrC=1C(=C(C=CC1)C1C(NC(CC1)=O)=O)F